(S,E)-4-(2-(3-(3-Chloro-2-fluoro-6-(1H-tetrazol-1-yl)phenyl)acrylamido)-3-(3-(4-Methyl-2-oxopiperazin-1-yl)phenyl)propionamido)benzoic acid ClC=1C(=C(C(=CC1)N1N=NN=C1)/C=C/C(=O)N[C@H](C(=O)NC1=CC=C(C(=O)O)C=C1)CC1=CC(=CC=C1)N1C(CN(CC1)C)=O)F